COC1=C(CN2C3(CC3)[C@H]([C@@H](C2)C=2C=NC=CC2)C#N)C=CC(=C1)OC |r| racemic-trans-4-(2,4-dimethoxybenzyl)-6-(pyridin-3-yl)-4-azaspiro[2.4]heptane-7-carbonitrile